NC1=C2N=CN(C2=NC=N1)[C@@H]1O[C@@H]([C@@H]2[C@H]1OC(O2)(C)C)CN(C2CC(C2)/C=C/C(=O)OCC)C(C)C (E)-ethyl 3-((1S,3s)-3-((((3aR,4R,6R,6aR)-6-(6-amino-9H-purin-9-yl)-2,2-dimethyltetrahydrofuro[3,4-d][1,3]dioxol-4-yl)methyl)(isopropyl)amino)cyclobutyl)acrylate